(S)-4-((2-acetamidoethyl)(4-(5,6,7,8-tetrahydro-1,8-naphthyridin-2-yl)butyl)amino)-2-(quinoxalin-2-ylamino)butanoic acid C(C)(=O)NCCN(CC[C@@H](C(=O)O)NC1=NC2=CC=CC=C2N=C1)CCCCC1=NC=2NCCCC2C=C1